hexaanimine cobalt [Co].C(CCCCC)=N